C(C1=CC=CC=C1)OC(=O)N1C=C(CC1)OC(CCNC=1N=[N+](C2=C(N1)C=C(C(=C2)F)Cl)[O-])=O 3-((3-((1-((benzyloxy)carbonyl)pyrroline-3-yl)oxy)-3-Oxopropyl)amino)-6-chloro-7-fluorobenzo[e][1,2,4]triazine-1-oxide